(1R,2S,3R,5R)-3-(4-amino-5-(4-benzylthiazol-2-yl)-7H-pyrrolo[2,3-d]pyrimidin-7-yl)-5-(((3-(phenethylamino)propyl)amino)methyl)cyclopentane-1,2-diol NC=1C2=C(N=CN1)N(C=C2C=2SC=C(N2)CC2=CC=CC=C2)[C@H]2[C@@H]([C@@H]([C@H](C2)CNCCCNCCC2=CC=CC=C2)O)O